N-cyclohexyl-N-ethyl-3-[2-(trans-4-ethylcyclohexyl)-6-{[4-(2,2,2-trifluoroethyl)piperazin-1-yl]methyl}-1H-benzimidazol-1-yl]propanamide C1(CCCCC1)N(C(CCN1C(=NC2=C1C=C(C=C2)CN2CCN(CC2)CC(F)(F)F)[C@@H]2CC[C@H](CC2)CC)=O)CC